trimethylolhexyl-acetone C(O)C(CCCCCCC(C)=O)(CO)CO